C[C@H]1[C@@H]([C@](C[C@H](O1)OP(=O)(O)OP(=O)(O)OC[C@@H]2[C@H](C[C@@H](O2)N3C=C(C(=O)NC3=O)C)O)(C)O)O The molecule is a dTDP-sugar having beta-L-mycarose as the sugar component. It has a role as a metabolite. It is a conjugate acid of a dTDP-beta-L-mycarose(2-).